5-(methoxymethyl)-3-methyl-6-(pentan-2-yl)-2H-pyran-2-one COCC=1C=C(C(OC1C(C)CCC)=O)C